C(C1=C(C(=CC(=C1)C)C1CCCCC1)O)C1=C(C(=CC(=C1)C)C1CCCCC1)O 2,2'-Methylenbis(4-methyl-6-cyclohexylphenol)